CC1=CC=C2C3=C1C(=C(OC3=C(C(=C2C2=CC=CC=C2)C2=CC=CC=C2)C=2NCCCN2)C2=CC=CC=C2)C2=CC=CC=C2 2-(4-methyl-2,3,7,8-tetraphenylbenzo[de]chromen-9-yl)-1,4,5,6-tetrahydropyrimidine